tert-butyl (1R,2S,5R)-2-amino-8-azabicyclo[3.2.1]octane-8-carboxylate N[C@@H]1[C@H]2CC[C@@H](CC1)N2C(=O)OC(C)(C)C